diisopropyl-2,6-diisopropyl-4,5-xylenol C(C)(C)CC1=C(C(=C(C(=C1C)C(C)C)O)C(C)C)C(C)C